C(C)(C)N1C=C(C2=CC(=CC=C12)C1=NC=CC(=N1)OC)C#N 1-isopropyl-5-(4-methoxypyrimidin-2-yl)-1H-indole-3-carbonitrile